Cl.CC1(NCCC(C1)OC1=CC=CC=C1)C 2,2-dimethyl-4-phenoxypiperidine hydrochloride